ClC1=C(C=CC=C1)C1=NC2=C(N1C)CCC(C2)N2CC1=CC(=CC=C1CC2)OC[C@@H](COC)O (2R)-1-((2-(2-(2-chlorophenyl)-1-methyl-4,5,6,7-tetrahydro-1H-benzo[d]imidazol-5-yl)-1,2,3,4-tetrahydroisoquinolin-7-yl)oxy)-3-methoxypropan-2-ol